diethylene glycol bis(3-aminopropyl) ether NCCCOCCOCCOCCCN